10-(9H-carbazol-3-yl)-9,9-dimethyl-9,10-dihydroacridine C1=CC(=CC=2C3=CC=CC=C3NC12)N1C=2C=CC=CC2C(C2=CC=CC=C12)(C)C